C1(CC1)C(=NC1=CC=C(C=C1)OC)SCC1=C(C=CC=C1)/C(/C(=O)OC)=C\OC methyl (2E)-2-{2-[((cyclopropyl[(4-methoxyphenyl)imino]methyl)sulfanyl)methyl]phenyl}-3-methoxyprop-2-enoate